FC(CN(CCC(C(=O)O)NC(C(C)(C1=CC=CC=C1)O)=O)CCCCC1=NC=2NCCCC2C=C1)COC 4-[[2-fluoro-3-methoxy-propyl]-[4-(5,6,7,8-tetrahydro-1,8-naphthyridin-2-yl)butyl]amino]-2-[[2-hydroxy-2-phenyl-propanoyl]amino]butanoic acid